FC1=C(C=C(C=C1)C1=NOC(=C1)CN1C(=NC(=CC1=O)C)C)O 3-((3-(4-Fluoro-3-hydroxyphenyl)isoxazol-5-yl)methyl)-2,6-dimethylpyrimidin-4(3H)-one